FC=1C=CC(=NC1C=1C=C2C=NN(C2=CC1)C)C(=O)O 5-fluoro-6-(1-methyl-1H-indazol-5-yl)pyridine-2-carboxylic acid